FC(C1(COC1)C1=C(C(=O)O)C=CC=C1)F [3-(difluoromethyl)oxetan-3-yl]benzoic acid